2,2,2-trifluoro-1-methoxy-ethanol FC(C(O)OC)(F)F